C1=C(C=CC2=CC=CC=C12)OCCCOC1=CC2=CC=CC=C2C=C1 1,3-bis(2-naphthyloxy)propane